(S)-4-chloro-2-(4-(4-fluoro-3-methoxyphenoxy)phenyl)-5-(((tetrahydro-2H-pyran-3-yl)methyl)amino)pyridazin-3(2H)-one ClC=1C(N(N=CC1NC[C@H]1COCCC1)C1=CC=C(C=C1)OC1=CC(=C(C=C1)F)OC)=O